C(C=1C(C(=O)O)=CC=CC1)(=O)N[C@@H](CC(C)C)C(=O)O N-Phthaloyl-L-leucine